N=1C(SC=C2C1C=CC=C2)=O benzo[d][1,3]thiazin-2-one